C(C)(C)(C)OC(=O)N1CCC(CC1)(C)OC1=CC(=NC=C1)C(=O)OC methyl 4-({1-[(tert-butoxy)carbonyl]-4-methylpiperidin-4-yl}oxy)pyridine-2-carboxylate